(1s,19s)-3-fluoro-15-hydroxy-8,18-dioxa-11-azatetracyclo[17.2.2.02,7.011,16]tricosa-2(7),3,5-trien-10-one FC=1C=2C3CCC(OCC4C(CCCN4C(COC2C=CC1)=O)O)CC3